[C].[Na].[Cu].C(C1=CC=CC=C1)O[C@H]1[C@@H]([C@H](O[C@H](C1)OC)[Sn](CCCC)(CCCC)CCCC)O (2R,3S,4R,6R)-4-(benzyloxy)-6-methoxy-2-(tributylstannyl)tetrahydro-2H-pyran-3-ol copper sodium salt carbon